N-(5-(2-hydroxypropan-2-yl)-4'-((4-isobutoxy-6-(methylsulfonyl)pyridin-2-yl)amino)-[2,3'-bipyridin]-6'-yl)acetamide OC(C)(C)C=1C=CC(=NC1)C=1C=NC(=CC1NC1=NC(=CC(=C1)OCC(C)C)S(=O)(=O)C)NC(C)=O